C(C)(C)(C)C1C(C1)C=1C=C(N=NC1C)C=1C(NC(NC1)=O)=O 5-(5-(2-(tert-butyl)cyclopropyl)-6-methylpyridazin-3-yl)pyrimidine-2,4(1H,3H)-dione